Ethyl 7-(methylamino)heptanoate CNCCCCCCC(=O)OCC